mono-ethyl acetate C(C)(=O)OCC